C(C)[Al+]CC.[PH2]([O-])=O phosphinic acid diethylaluminum salt